(R)-N-(2,3-dihydro-1H-inden-1-yl)-2-(piperazin-1-yl)benzo-[d]thiazole-6-carboxamide [C@H]1(CCC2=CC=CC=C12)NC(=O)C1=CC2=C(N=C(S2)N2CCNCC2)C=C1